5-(3-phenylpropan-2-ynyl)isobenzofuran-1,3-dione C1(=CC=CC=C1)C#CCC=1C=C2C(OC(C2=CC1)=O)=O